6-((4-((S)-3-aminopiperidin-1-yl)-5-(1-ethyl-1H-pyrazol-4-yl)pyridin-2-yl)amino)-2-(2-fluoro-6-methoxyphenyl)nicotinonitrile hydrochloride Cl.N[C@@H]1CN(CCC1)C1=CC(=NC=C1C=1C=NN(C1)CC)NC1=NC(=C(C#N)C=C1)C1=C(C=CC=C1OC)F